1,4,4,4-tetrafluoro-1-butene FC=CCC(F)(F)F